6-bromo-1-(2-chloro-5,6-difluoro-quinazolin-4-yl)-4-methyl-3,5-dihydro-2H-1,4-benzodiazepine BrC1=CC=CC2=C1CN(CCN2C2=NC(=NC1=CC=C(C(=C21)F)F)Cl)C